4-[(5R,7R,8R,9S,10S,13R,14S,17R)-7-acetoxy-3-butyl-3-hydroxy-10,13-dimethyl-1,2,4,5,6,7,8,9,11,12,14,15,16,17-tetradecahydrocyclopenta[a]phenanthren-17-yl]pentanoic acid C(C)(=O)O[C@@H]1C[C@@H]2CC(CC[C@@]2([C@H]2CC[C@@]3([C@H](CC[C@H]3[C@H]12)C(CCC(=O)O)C)C)C)(O)CCCC